N-methyl{trans-4-[methyl(7H-pyrrolo[2,3-d]pyrimidin-4-yl)amino]cyclohexyl}methanesulfonamide CNS(=O)(=O)C[C@@H]1CC[C@H](CC1)N(C=1C2=C(N=CN1)NC=C2)C